tricyclo[4.3.0.12,5]-decane-7-ene C12C3CCC(C2C=CC1)C3